4-((3S,5S)-3-(but-2-ynamido)-5-fluoropiperidin-1-yl)-3-chloro-5-fluoro-2-methyl-1H-indole-7-carboxamide C(C#CC)(=O)N[C@@H]1CN(C[C@H](C1)F)C1=C2C(=C(NC2=C(C=C1F)C(=O)N)C)Cl